2,4,5-tripropylimidazole C(CC)C=1NC(=C(N1)CCC)CCC